((4-((3-(1-(3-(tert-butoxy)-3-oxopropyl)-1H-1,2,4-triazol-3-yl)-2-methoxyphenyl)amino)-6-(cyclopropanecarboxamido)pyridazine-3-carbonyl)oxy)zinc C(C)(C)(C)OC(CCN1N=C(N=C1)C=1C(=C(C=CC1)NC1=C(N=NC(=C1)NC(=O)C1CC1)C(=O)O[Zn])OC)=O